2,4,6-trimethylphenyl-(2-methylphenyl)iodonium trifluoromethanesulfonate FC(S(=O)(=O)[O-])(F)F.CC1=C(C(=CC(=C1)C)C)[I+]C1=C(C=CC=C1)C